CN1C2=C(C=C1C(=O)NC1=C(C=CC=C1)COC1=CC=C(C=C1)OCC1CNCC1)SC=C2 4-methyl-N-[2-[[4-(pyrrolidin-3-ylmethoxy)phenoxy]methyl]phenyl]thieno[3,2-b]pyrrole-5-carboxamide